C[C@@H]1CC[C@H](CC1)OC([C@@H](NC(=O)OCC1=CC=CC=C1)C)=O Cbz-L-alanine-trans-4-methylcyclohexyl ester